C(C)(C)(C)C1=NN(C=C1NC(=O)C=1NC2=CC(=CC=C2C1)C1=NC=CC(=N1)NC=1C=C2C=NNC2=CC1)C(=O)OC1CN(C1)C(=O)C1=CSC=C1NC1=C(C=C(C=C1)I)F 1-({4-[(2-fluoro-4-iodophenyl)amino]-3-thienyl}carbonyl)azetidin-3-ol tert-butyl-4-(6-(4-((1H-indazol-5-yl)amino)-pyrimidin-2-yl)-1H-indole-2-carboxamido)-1H-pyrazole-1-carboxylate